2-chloro-6-(2,6-dichloro-3,5-dimethoxyphenyl)pyrido[3,4-d]pyrimidine ClC=1N=CC2=C(N1)C=NC(=C2)C2=C(C(=CC(=C2Cl)OC)OC)Cl